1,3-dimethyl-3-imidazolium hexafluorophosphate F[P-](F)(F)(F)(F)F.CN1C=[N+](C=C1)C